1-(4-(4-(hydroxymethyl)phenoxy)-3-(6-methyl-7-oxo-6,7-dihydro-1H-pyrrolo[2,3-c]pyridin-4-yl)phenyl)pyrrolidine-2,5-dione OCC1=CC=C(OC2=C(C=C(C=C2)N2C(CCC2=O)=O)C=2C3=C(C(N(C2)C)=O)NC=C3)C=C1